C(C)(C)(C)OCCC(C(=O)O)N1C(C=C(C(=C1)OC)C1=C(C=CC(=C1)Cl)N1N=NC(=C1)Cl)=O 4-tert-butoxy-2-{4-[5-chloro-2-(4-chloro-1H-1,2,3-triazol-1-yl)phenyl]-5-methoxy-2-oxopyridin-1(2H)-yl}butanoic acid